C(C)OC(CC1=CC=C(C=C1)CNC1=C(C=CC=C1)[N+](=O)[O-])=O (4-(((2-nitrophenyl)amino)methyl)phenyl)acetic acid ethyl ester